BrC=1C(=C(C(=CC1)F)NC(=O)C1=CC=NN1)F N-(3-bromo-2,6-difluorophenyl)-1H-pyrazole-5-carboxamide